N1(N=CC=C1)C[C@H](C)C=1N(C=2C(=C3CC[C@@H](N(C3=CC2)C(=O)OC)C)N1)[C@@H]1CS(CCC1)(=O)=O methyl (S)-2-((S)-1-(1H-pyrazol-1-yl)propan-2-yl)-3-((S)-1,1-dioxidotetrahydro-2H-thiopyran-3-yl)-7-methyl-3,7,8,9-tetrahydro-6H-imidazo[4,5-f]quinoline-6-carboxylate